C(C1=CC=CC=C1)N1C(C(C1(C)CO[Si](C)(C)C(C)(C)C)OC)=O 1-benzyl-4-[[tert-butyl-(dimethyl)silyl]oxymethyl]-3-methoxy-4-methyl-azetidin-2-one